(S)-N1-(1-(2-(2-Adamantylamino)-2-oxoethyl)-2-oxo-1,2-dihydropyridin-3-yl)-N6-methyl-2-(1-methyl-1H-1,2,4-triazol-3-carboxamido)-5-oxohexandiamid C12C(C3CC(CC(C1)C3)C2)NC(CN2C(C(=CC=C2)NC([C@H](CCC(C(=O)NC)=O)NC(=O)C2=NN(C=N2)C)=O)=O)=O